3-iodo-1-(tetrahydro-2H-pyran-3-yl)-1H-pyrazolo[3,4-d]pyrimidin-4-amine IC1=NN(C2=NC=NC(=C21)N)C2COCCC2